2,5-bis(methoxycarbonyl)benzene-1-sulfonic Acid COC(=O)C1=C(C=C(C=C1)C(=O)OC)S(=O)(=O)O